[Na].CCC(C=1NC=CN1)NC(CCCCC(=O)N)=O N'-(2-methyl-1-imidazolylethyl)adipamide sodium